(7S)-7-ethyl-2-(((1-(4-fluorobenzyl)-1H-pyrazol-4-yl)methyl)amino)-8-methyl-7,8-dihydropteridin-6(5H)-one C(C)[C@H]1C(NC=2C=NC(=NC2N1C)NCC=1C=NN(C1)CC1=CC=C(C=C1)F)=O